C[C@@H]1CC=2N=CN=C(C2CN1C(=O)OC(C)(C)C)[C@@H]1CN(CCC1)S(=O)(=O)C tert-butyl (R)-7-methyl-4-((S)-1-(methylsulfonyl)piperidin-3-yl)-7,8-dihydropyrido[4,3-d]pyrimidine-6(5H)-carboxylate